2-[4-[(3-Cyano-4-methyl-1H-indol-7-yl)sulfamoyl]pyrazol-1-yl]-2-methyl-propanamid C(#N)C1=CNC2=C(C=CC(=C12)C)NS(=O)(=O)C=1C=NN(C1)C(C(=O)N)(C)C